FC1(CN(CCC1C(N(C)OC)=O)C(=O)OC(C)(C)C)F tert-Butyl 3,3-difluoro-4-[methoxy(methyl)carbamoyl]piperidine-1-carboxylate